FC1=C(C=CC(=C1)OC1=CC(=NC=C1)N1C[C@@H](OCC1)COC)NC1=NC=NC2=CC(=C(C=C12)NC1CCN(CC1)C(C=C)=O)OC (R)-1-(4-((4-((2-fluoro-4-((2-(2-(methoxymethyl)morpholino)pyridin-4-yl)oxy)phenyl)amino)-7-methoxyquinazolin-6-yl)amino)piperidin-1-yl)prop-2-en-1-one